tert-Butyl 2-((3-(3-chloro-5-vinylpyridin-4-yl)-5-cyclopropylisoxazol-4-yl)methylene)-7-azaspiro[3.5]nonane-7-carboxylate ClC=1C=NC=C(C1C1=NOC(=C1C=C1CC2(C1)CCN(CC2)C(=O)OC(C)(C)C)C2CC2)C=C